elaidyl laurate C(CCCCCCCCCCC)(=O)OCCCCCCCC\C=C\CCCCCCCC